[Ba].[Nb].[Mn] manganese niobium barium